PYRIDIN-N-OXID [N+]1(=CC=CC=C1)[O-]